N(=[N+]=[N-])CCCCCCN1C(=CC(=C1)NC(=O)C=1N(C=C(N1)NC(CCNC(=O)C=1N(C=C(C1)NC(=O)C=1N(C=CN1)C)C)=O)C)C(=O)OCC ethyl 1-(6-azidohexyl)-4-[1-methyl-4-(3-{[1-methyl-4-(1-methylimidazole-2-amido)pyrrol-2-yl]formamido}propanamido)imidazole-2-amido]pyrrole-2-carboxylate